FC1=C(C=CC=C1)C(C)(C)C1=C(C=CC=C1)N=C(C1=CC=CC=C1)C1=CC=CC=C1 N-(2-(2-(2-fluorophenyl)propan-2-yl)phenyl)-1,1-diphenylmethanimine